(S)-(3-(1-amino-5-fluoro-1,3-dihydrospiro[inden-2,4'-piperidin]-1'-yl)-6-((2-aminopyrimidin-4-yl)thio)pyrazin-2-yl)methanol N[C@@H]1C2=CC=C(C=C2CC12CCN(CC2)C=2C(=NC(=CN2)SC2=NC(=NC=C2)N)CO)F